F[C@H]1C[C@H](N(C1)C(CN1CCC(CC1)OC1=CC(=NC2=CC=C(C=C12)F)C(F)(F)F)=O)C#N (2S,4S)-4-fluoro-1-[2-[4-[[6-fluoro-2-(trifluoromethyl)-4-quinolinyl]oxy]-1-piperidinyl]acetyl]pyrrolidine-2-carbonitrile